C(C)(C)(C)OC(=O)N1[C@H]2CN[C@@H](C1)C2.N2(C=NC=C2)CCCNC(C2=CC(=C(C=C2)N2N=CC=C2)C#CC2=CC=CC=C2)=O N-(3-(1H-imidazol-1-yl)propyl)-3-(phenylethynyl)-4-(1H-pyrazol-1-yl)benzamide tert-butyl-(1R,4R)-2,5-diazabicyclo[2.2.1]heptan-2-carboxylate